C(C=C)OC1=C(C=O)C=C(C=C1)C 2-(allyloxy)-5-methylbenzaldehyde